CC(C)CCC(CCCC)CCC 2-methyl-5-propylnonane